urethane oxime NC(OCC)=NO